7-(2-Fluoro-6-methoxyphenyl)-1-(2-isopropyl-4-methylpyridin-3-yl)-4-((S)-2-Methylpiperazin-1-yl)-2-oxo-1,2-dihydropyrido[2,3-d]pyrimidine-6-carbonitrile FC1=C(C(=CC=C1)OC)C=1C(=CC2=C(N(C(N=C2N2[C@H](CNCC2)C)=O)C=2C(=NC=CC2C)C(C)C)N1)C#N